3-oxo-4-(piperidin-4-ylmethyl)piperazine-1-carboxylic acid tert-butyl ester C(C)(C)(C)OC(=O)N1CC(N(CC1)CC1CCNCC1)=O